C(CCCCN=C=S)CCCN=C=S 1,8-octane diisothiocyanate